C(C)(=O)[C@@]1(O)[C@@H](O)[C@@H](O)[C@H](O)[C@H](O1)CO Acetyl-α-D-mannopyranose